N1(C=NC2=C1C=CC=C2)C=2C=C(NC2)C(=O)N 4-(1H-benzo[d]imidazol-1-yl)-1H-pyrrole-2-carboxamide